ClC=1C=C(C=CC1F)NC(N(C)[C@H](C)C1=CNC(C2=CC=C(C=C12)OC)=O)=O (R)-3-(3-chloro-4-fluorophenyl)-1-(1-(6-methoxy-1-oxo-1,2-dihydroisoquinolin-4-yl)ethyl)-1-methyl-urea